The molecule is a 1,2-diacyl-sn-glycero-3-phosphoethanolamine in which the 1- and 2-acyl groups are specified as oleoyl and palmitoleoyl respectively. It derives from an oleic acid and a palmitoleic acid. It is a tautomer of a 1-oleoyl-2-palmitoleoyl-sn-glycero-3-phosphoethanolamine zwitterion. CCCCCCCC/C=C\\CCCCCCCC(=O)OC[C@H](COP(=O)(O)OCCN)OC(=O)CCCCCCC/C=C\\CCCCCC